ClC1=CC=2C3=C(C(=NC2C(=C1C1=NC=CC2=CC=CC(=C12)C#N)F)SC)C=NN3[C@@H]3C[C@H](N(CC3)C(=O)OC(C)(C)C)CCO tert-butyl (2S,4S)-4-(8-chloro-7-(8-cyanoisoquinolin-1-yl)-6-fluoro-4-(methylthio)-1H-pyrazolo[4,3-c]quinolin-1-yl)-2-(2-hydroxyethyl)piperidine-1-carboxylate